(1S,2R)-2-((S)-5-Bromo-8-((5-methylthiazol-2-yl)methoxy)-1-((1-oxoisoindolin-2-yl)methyl)-1,2,3,4-tetrahydroisoquinoline-2-carbonyl)cyclohexane-1-carboxylic acid BrC1=C2CCN([C@@H](C2=C(C=C1)OCC=1SC(=CN1)C)CN1C(C2=CC=CC=C2C1)=O)C(=O)[C@H]1[C@H](CCCC1)C(=O)O